FC1=CC=C(C=C1)N1N=CC2=C1N=CN(C2=O)CC2(CCN(CC2)CC2=CC=NC=C2)O 1-(4-fluorophenyl)-5-((4-hydroxy-1-(pyridin-4-ylmethyl)piperidin-4-yl)methyl)-1,5-dihydro-4H-pyrazolo[3,4-d]pyrimidin-4-one